FC1=CC=CC=2OCCCNCC3=C(C=CC(C4=NNC5=CN=C(C12)C=C45)=C3)N3CCN(CC3)C 17-fluoro-5-(4-methylpiperazin-1-yl)-12-oxa-8,20,23,24-tetraazapentacyclo[17.5.2.12,6.013,18.022,25]heptacosa-1(24),2(27),3,5,13(18),14,16,19,21,25-decaene